FC1=CC=2N(C=C1)C(=CN2)C2=C1CNC(C1=C(C=C2)NC2=NC=C(C=C2)[C@@H](C)N2CCC(CC2)O)=O (R)-4-(7-fluoroimidazo[1,2-a]pyridin-3-yl)-7-((5-(1-(4-hydroxypiperidin-1-yl)ethyl)pyridin-2-yl)amino)isoindolin-1-one